CCC(C(=O)N[C@H](CC1=CC=C(C=C1)C)C(=O)O)(C)C (R)-3,4-dimethyl-pivaloylphenylalanine